1-[2-(4-fluoronaphthalen-1-yl)-3-(pyridin-4-yl)-6,7-dihydropyrazolo[1,5-a]pyrazin-5(4H)-yl]prop-2-en-1-one FC1=CC=C(C2=CC=CC=C12)C1=NN2C(CN(CC2)C(C=C)=O)=C1C1=CC=NC=C1